N-[(S)-{5-[4-(dimethylcarbamoyl)tetrahydrofuran-3-yl]-4-fluoro-1H-benzimidazol-2-yl}-(4-methylcyclohexyl)methyl]-3-ethylisoxazole-4-carboxamide CN(C(=O)C1C(COC1)C1=C(C2=C(NC(=N2)[C@@H](NC(=O)C=2C(=NOC2)CC)C2CCC(CC2)C)C=C1)F)C